C(C)(=O)NC=1N=C2N(N=C(C=C2)C=2C=C(C(=NC2)OC)NC(=O)N2OCC[C@H]2C2=CC=CC=C2)C1 (S)-N-(5-(2-acetamidoimidazo[1,2-b]pyridazin-6-yl)-2-methoxypyridin-3-yl)-3-phenylisoxazolidine-2-carboxamide